(E)-ethyl 4-oxo-4-((4-phenylthiazol-2-yl)amino)but-2-enoate O=C(/C=C/C(=O)OCC)NC=1SC=C(N1)C1=CC=CC=C1